C(=C)(C)N1C(NC2=C1C=CC=C2)=S 1-isopropenyl-1,3-dihydro-2H-benzimidazole-2-thione